ClC=1C=NC(=NC1)C(=O)OC methyl 5-chloropyrimidine-2-carboxylate